(E)-1-([1,1'-biphenyl]-4-yl)-3-(benzo[c][1,2,5]oxadiazol-5-yl)prop-2-en-1-one methyl-4-((4-(3-bromophenyl)-1H-1,2,3-triazol-1-yl)methyl)-3-fluorobenzoate COC(C1=CC(=C(C=C1)CN1N=NC(=C1)C1=CC(=CC=C1)Br)F)=O.C1(=CC=C(C=C1)C(\C=C\C1=CC=2C(=NON2)C=C1)=O)C1=CC=CC=C1